(R)-4-[Ethyl(methylsulfonyl)amino]-2-(3-methoxypropyl)-3,4-dihydro-2H-thieno[3,2-e]1,2-thiazine-6-sulfonamide 1,1-dioxide C(C)N([C@H]1CN(S(C2=C1C=C(S2)S(=O)(=O)N)(=O)=O)CCCOC)S(=O)(=O)C